tert-butyl 4-(2-butyl-4-(tert-butylamino)-1H-imidazo[4,5-d]thieno[3,2-b]pyridin-7-yl)-3,6-dihydropyridine-1(2H)-carboxylate C(CCC)C1=NC=2C(=C3C(=NC2NC(C)(C)C)C=C(S3)C=3CCN(CC3)C(=O)OC(C)(C)C)N1